N-[3-(7-hydroxy-6-{6-[methyl-(2,2,6,6-tetramethyl-piperidin-4-yl)-amino]-pyridazin-3-yl}naphthalen-2-yloxy)-propyl]-acetamide OC1=C(C=C2C=CC(=CC2=C1)OCCCNC(C)=O)C=1N=NC(=CC1)N(C1CC(NC(C1)(C)C)(C)C)C